C(C=C)C1=CC(=C(C=C1)OP(OC1=C(C=C(C=C1)CC=C)O)(OC1=C(C=C(C=C1)CC=C)O)=O)O phosphoric acid-tri(4-allyl-2-hydroxyphenyl) ester